((3-(4-(2-(isobutylsulfonyl)phenoxy)-3-(trifluoromethyl)phenyl)-1,2,4-oxadiazol-5-yl)methyl)-8-methyl-1-(2-morpholinoethyl)-1,3,8-triazaspiro[4.5]decane-2,4-dione C(C(C)C)S(=O)(=O)C1=C(OC2=C(C=C(C=C2)C2=NOC(=N2)CN2C(N(C3(C2=O)CCN(CC3)C)CCN3CCOCC3)=O)C(F)(F)F)C=CC=C1